CO[SiH](OC)OC Trimethyl-SilaneTriol